N-(3-(2'-fluoro-[1,1'-biphenyl]-4-yl)propyl)oxazole-5-carboxamide FC1=C(C=CC=C1)C1=CC=C(C=C1)CCCNC(=O)C1=CN=CO1